Cl.ClC1=CC(=C(C=C1)C1=CC=C(C=C1)C1CCN(CC1)C(CC)=O)N1CC(CCC1)N1N=CC(=C1C(F)F)C(=O)O 1-{1-[4-chloro-4'-(1-propionylpiperidin-4-yl)[biphenyl]-2-yl]piperidin-3-yl}-5-(difluoromethyl)-1H-pyrazole-4-carboxylic acid hydrochloride